C(C1=CC=CC=C1)ON1C(N2[C@@H](C3=C([C@@H]1C2)C=NN3C)/C(=N/OC(=O)OC3=CC=C(C=C3)[N+](=O)[O-])/NC)=O (4r,8s,z)-5-(benzyloxy)-N,1-dimethyl-N'-(((4-nitrophenoxy)carbonyl)oxy)-6-oxo-4,5,6,8-tetrahydro-1H-4,7-methanopyrazolo[3,4-e][1,3]diazepine-8-carboxamidine